3-(((R)-7-((2S,4R)-4-((2-Hydroxyethyl)amino)-2-phenylpiperidine-1-carbonyl)-7-azaspiro[4.5]decan-10-yl)methyl)-6-phenylpyrimidin-4(3H)-one OCCN[C@H]1C[C@H](N(CC1)C(=O)N1CC2(CCCC2)[C@@H](CC1)CN1C=NC(=CC1=O)C1=CC=CC=C1)C1=CC=CC=C1